Cl.FC(CN1CCNCC1)F 1-(2,2-difluoroethyl)piperazine hydrochloride